(E)-N-(4-(1-(6-(4-(8-((2-(2,6-dioxopiperidin-3-yl)-1-oxoisoindolin-4-yl)thio)octyl)piperazin-1-yl)nicotinoyl)piperidin-4-yl)butyl)-3-(pyridin-3-yl)acrylamide O=C1NC(CCC1N1C(C2=CC=CC(=C2C1)SCCCCCCCCN1CCN(CC1)C1=NC=C(C(=O)N2CCC(CC2)CCCCNC(\C=C\C=2C=NC=CC2)=O)C=C1)=O)=O